C(N)(=N)C=1C=C(SC1)CNC(=O)[C@H]1N(C[C@@H](C1)OC(C)C)C(CNC(C1=CC=C(C=C1)OC1=CC=CC=C1)=O)=O (2S,4R)-N-((4-carbamimidoylthiophen-2-yl)methyl)-4-isopropoxy-1-((4-phenoxybenzoyl)glycyl)pyrrolidine-2-carboxamide